COC(C=C)=O.OC12CC3CC(CC(C1)C3)C2 hydroxyadamantane (methyl)acrylate